N[C@H]1CN(CCC1)C1=CC(N(C(N1CC1=C(C#N)C=CC(=C1)F)=O)C)=O (R)-2-((6-(3-aminopiperidin-1-yl)-3-methyl-2,4-dioxo-3,4-dihydropyrimidin-1(2H)-yl)methyl)-4-fluorobenzonitrile